(S)-2-((R)-2-((tert-butoxycarbonyl)amino)-5-guanidinopentanamido)-3-(4-hydroxy-2,6-dimethylphenyl)propanoic acid C(C)(C)(C)OC(=O)N[C@@H](C(=O)N[C@H](C(=O)O)CC1=C(C=C(C=C1C)O)C)CCCNC(=N)N